Rac-N-(7-chloro-6-(4-(4-hydroxy-3-methyltetrahydrofuran-3-yl)piperazin-1-yl)isoquinolin-3-yl)-2-(methoxymethyl)cyclobutane-1-carboxamide ClC1=C(C=C2C=C(N=CC2=C1)NC(=O)C1C(CC1)COC)N1CCN(CC1)C1(COCC1O)C